ClC1=CC=CC=2NC(=NC21)C(=O)N2CC=1C=CC=NC1CC2 (4-Chloro-1H-benzo[d]imidazol-2-yl)(7,8-dihydro-1,6-naphthyridin-6(5H)-yl)methanone